O[C@@]1(CC[C@@H]2[C@H]3CC[C@@]4([C@H](CC[C@H]4[C@@H]3CC[C@@H]2C1)CC([C@H](C)N1N=CC(=C1)C#N)=O)C)C 1-((S)-4-((3R,5R,8R,9R,10S,13R,14S,17R)-3-hydroxy-3,13-dimethylhexadecahydro-1H-cyclopenta[a]phenanthren-17-yl)-3-oxobutan-2-yl)-1H-pyrazole-4-carbonitrile